ClC1=C(C(=C(CNC(C(C)C)=O)C=C1)F)C=1NC(C=C(N1)C=1C=NC(=CC1)OCC(F)F)=O N-(4-chloro-3-{4-[6-(2,2-difluoroethoxy)pyridin-3-yl]-6-oxo-1,6-dihydropyrimidin-2-yl}-2-fluorobenzyl)isobutyramide